(1R,5S,6R)-3-{5-Methyl-6-phenyl-5H-pyrrolo[2,3-b]pyrazine-7-carbonyl}-6-({[2-(trifluoromethyl)pyridin-3-yl]oxy}methyl)-3-azabicyclo[3.1.0]hexane CN1C(=C(C=2C1=NC=CN2)C(=O)N2C[C@H]1C([C@H]1C2)COC=2C(=NC=CC2)C(F)(F)F)C2=CC=CC=C2